(-)-menthylethylene glycol carbonate C(O)(O)=O.C1(CC(C(CC1)C(C)C)C(CO)O)C